3-(2-ethoxyphenyl)propionic acid 2-methoxy-4-methylphenyl ester COC1=C(C=CC(=C1)C)OC(CCC1=C(C=CC=C1)OCC)=O